Br.N[C@H]1CS(C(=C1)F)(=O)=O (R)-3-amino-5-fluoro-2,3-dihydrothiophene 1,1-dioxide hydrobromide